(R)-1-(4-(trifluorometh-yl)phenyl)ethan-1-amine FC(C1=CC=C(C=C1)[C@@H](C)N)(F)F